C(C)(=O)N1C[C@@H](C(C1)(C)C)NC(OC(C)(C)C)=O tert-butyl N-[(3R)-1-acetyl-4,4-dimethylpyrrolidin-3-yl]carbamate